ClC1=NC=C(C(=C1)C1=C(C=NC(=C1)C)C(=O)NC=1SC(=NN1)O[C@@H]1CN(CCC1)[C@@H]1COCC1)OC 2'-chloro-5'-methoxy-6-methyl-N-(5-(((S)-1-((S)-tetrahydrofuran-3-yl)piperidin-3-yl)oxy)-1,3,4-thiadiazol-2-yl)-[4,4'-bipyridine]-3-carboxamide